ethyl 2-benzyl-3-oxo-7-o-tolyl-2-azabicyclo[4.1.0]hept-4-ene-7-carboxylate C(C1=CC=CC=C1)N1C2C(C2C=CC1=O)(C(=O)OCC)C1=C(C=CC=C1)C